N-(2-((1r,3r,5r,7r)-adamantan-2-ylamino)ethyl)-1-(4-chloro-phenyl)-2-(2,4-dichlorophenyl)-5-methyl-1H-imidazole-4-carboxamide C12C(C3CC(CC(C1)C3)C2)NCCNC(=O)C=2N=C(N(C2C)C2=CC=C(C=C2)Cl)C2=C(C=C(C=C2)Cl)Cl